(S)-4-(1-(3-(1-(4-methyl-4H-1,2,4-triazol-3-ylsulfanyl)ethyl)phenyl)-1H-1,2,3-triazol-4-yl)benzamide CN1C(=NN=C1)S[C@@H](C)C=1C=C(C=CC1)N1N=NC(=C1)C1=CC=C(C(=O)N)C=C1